N[C@H](C(=O)O)CC1=CC(=CC=C1)C=1C=C2C(=NC1)NC=C2C(=O)C2CC2 (S)-2-amino-3-(3-(3-(cyclopropanecarbonyl)-1H-pyrrolo[2,3-b]pyridin-5-yl)phenyl)propionic acid